1-(7-(Azetidin-1-yl)-5,5-dimethyl-10-(o-tolyl)dibenzo[b,e]silin-3(5H)-ylidene)azetidin-1-ium N1(CCC1)C1=CC2=C(C(=C3C([Si]2(C)C)=CC(C=C3)=[N+]3CCC3)C3=C(C=CC=C3)C)C=C1